3-(4-acetamidophenyl)-N-(4-cyano-3-methyl-phenyl)-N-methyl-pyrazolo[1,5-a]pyridine-5-carboxamide C(C)(=O)NC1=CC=C(C=C1)C=1C=NN2C1C=C(C=C2)C(=O)N(C)C2=CC(=C(C=C2)C#N)C